C(C)[C@H]1NCC[C@H](C1)N1C(C2=CC=CC=C2C=N1)=O 2-[(2R,4R)-2-ethylpiperidin-4-yl]Phthalazin-1-one